NC1=CC(=C(OC2=CC(=C(C=C2)O)C(=C)C)C(=C1)Cl)Cl 4-(4-Amino-2,6-dichlorophenoxy)-2-(isopropenyl)phenol